N-((2S)-1-((4-(1-amino-2-oxo-2-((2,2,2-trifluoroethyl)amino)ethyl)-2-fluorophenyl)amino)-3,3-dicyclopropyl-1-oxopropan-2-yl)-1-isopropyl-1H-pyrazole-5-carboxamide NC(C(NCC(F)(F)F)=O)C1=CC(=C(C=C1)NC([C@H](C(C1CC1)C1CC1)NC(=O)C1=CC=NN1C(C)C)=O)F